racemic-3-cyclopentyl-3-[4-(7-{[2-(trimethylsilyl)ethoxy]methyl}-7H-pyrrolo[2,3-d]pyrimidin-4-yl)-1H-pyrazol-1-yl]propanenitrile C1(CCCC1)[C@@H](CC#N)N1N=CC(=C1)C=1C2=C(N=CN1)N(C=C2)COCC[Si](C)(C)C |r|